O1CCC(CC1)COC=1C=C(C=CC1)C1=CC(=NC=C1)N1CCC(CC1)C=O (1-(4-(3-((tetrahydro-2H-pyran-4-yl)methoxy)phenyl)pyridin-2-yl)piperidin-4-yl)methanone